C1(=CC=CC=C1)C(=C)CC(CCC1=CC=CC=C1)C1=CC=CC=C1 2,4,6-Triphenyl-1-hexene